C(C)OC(CC1=C(C=C(C(=C1)F)B1OC(CO1)(C)C)O)=O 2-[4-(5,5-dimethyl-1,3,2-dioxaborolan-2-yl)-5-fluoro-2-hydroxyphenyl]acetic acid ethyl ester